BrC1=CC(=C(C(=C1)OC)C=1N(C=C(N1)C(F)(F)F)C(C)C)F (4-bromo-2-fluoro-6-methoxyphenyl)-1-isopropyl-4-(trifluoromethyl)imidazole